benzyl [(7-bromo-1-{[2-(trimethylsilyl)ethoxy]methyl}-1H-benzimidazol-2-yl)methyl]carbamate BrC1=CC=CC2=C1N(C(=N2)CNC(OCC2=CC=CC=C2)=O)COCC[Si](C)(C)C